C(CCC)NC(CCS)=O N-butyl-3-mercaptopropanamide